1-ethyl-3-benzyl-5-methyl-2,4-dioxo-1,3,4,5,7,8-hexahydropyrido[4,3-d]Pyrimidine-6(2H)-carboxylic acid tert-butyl ester C(C)(C)(C)OC(=O)N1C(C2=C(N(C(N(C2=O)CC2=CC=CC=C2)=O)CC)CC1)C